FC1=C(C=CC(=C1)NC(=O)[C@H]1[C@H]2CC[C@@H]([C@H]1C=1C=NC(=NC1)N(C)C)O2)C2=C(C=CC=C2)F (1R,2R,3R,4S)-N-(2,2'-difluoro-[1,1'-biphenyl]-4-yl)-3-(2-(dimethylamino)pyrimidin-5-yl)-7-oxabicyclo[2.2.1]heptane-2-carboxamide